BrC=1C=2C(C=3C(=NC(=NC3C1C)S(=O)(=O)CC)Cl)=CN(N2)C 4-bromo-9-chloro-7-ethylsulfonyl-2,5-dimethyl-pyrazolo[4,3-f]quinazoline